rac-(3aR,5r,6aS)-2-(2-hydroxy-2-(4-hydroxyphenyl)ethyl)-5-(3-methoxybenzyl)octahydro-cyclopenta[c]pyrrol-5-ol OC(CN1C[C@@H]2[C@H](C1)CC(C2)(O)CC2=CC(=CC=C2)OC)C2=CC=C(C=C2)O |r|